C(CCC(=O)OCCCCOCC)(=O)OCCCCOCC bis[4-(ethyloxy) butyl] succinate